(phenyl)(triphenylenylbiphenylyl)triazine C1(=CC=CC=C1)C=1C(=NN=NC1)C1=C(C=CC=C1C1=CC=CC=2C3=CC=CC=C3C3=CC=CC=C3C12)C1=CC=CC=C1